7-chloro-3-(2-chloro-3-(pyrazine-2-yl)phenyl)pteridine-2,4(1H,3H)-dione ClC1=CN=C2C(N(C(NC2=N1)=O)C1=C(C(=CC=C1)C1=NC=CN=C1)Cl)=O